7-methoxy-N-(2-methyl-5-(5-(5-methylpyridin-2-yl)-1,2,4-oxadiazol-3-yl)phenyl)imidazo[1,2-a]pyridine-3-carboxamide COC1=CC=2N(C=C1)C(=CN2)C(=O)NC2=C(C=CC(=C2)C2=NOC(=N2)C2=NC=C(C=C2)C)C